dicyanofulvene C(#N)C1=C(C(C=C1)=C)C#N